NC=1N=CC(=NC1)C1CC(CC1)NC(OC(C)C)=O isopropyl (3-(5-aminopyrazin-2-yl)cyclopentyl)carbamate